C(CC(C)C)NCCCCN N-isopentylbutane-1,4-diamine